C1(=CC=CC=C1)[C@H]1N(CC[C@H](C1)N(C(C(F)(F)F)=O)C1=NN(C=C1)C)C(=O)OC(C)(C)C tert-butyl (2S,4R)-2-phenyl-4-(2,2,2-trifluoro-N-(1-methyl-1H-pyrazol-3-yl)acetamido)piperidine-1-carboxylate